1-(2-(dimethylamino)ethyl)-3-(4-(1-phenyl-1H-benzo[d]imidazol-6-yl)phenyl)urea CN(CCNC(=O)NC1=CC=C(C=C1)C=1C=CC2=C(N(C=N2)C2=CC=CC=C2)C1)C